C1(=CC=CC=C1)C1=NC=CC=C1C(=O)NC1=CC=C(C=N1)C(=O)O 6-(2-Phenylpyridine-3-amido)pyridine-3-carboxylic acid